(3R)-3-{[2-(3-Fluorophenyl)-7-(propan-2-yl)[1,2,4]triazolo[1,5-c]quinazolin-5-yl]amino}azepan FC=1C=C(C=CC1)C1=NN2C(=NC=3C(=CC=CC3C2=N1)C(C)C)N[C@H]1CNCCCC1